FC(CC(=O)O)(C1=C(C=C(C=C1)C(F)(F)F)F)F β,β,2-trifluoro-4-(trifluoromethyl)-benzenepropanoic acid